F[P-](F)(F)(F)(F)F.CC1=C(C=CC=C1)C(C1=C(C=CC=C1)C)[SH2+] bis(methylphenyl)methylsulfonium hexafluorophosphate